(piperazin-1-yl)-N-((1r,4r)-4-((3-(trifluoromethyl)-[1,2,4]triazolo[4,3-b]pyridazin-6-yl)oxy)cyclohexyl)nicotinamide N1(CCNCC1)C1=C(C(=O)NC2CCC(CC2)OC=2C=CC=3N(N2)C(=NN3)C(F)(F)F)C=CC=N1